6-(2-chloro-2'-methyl-3'-((7-methylpyrido[3,4-b]pyrazin-5-yl)amino)-[1,1'-biphenyl]-3-yl)-2-methoxynicotinaldehyde ClC1=C(C=CC=C1C1=NC(=C(C=O)C=C1)OC)C1=C(C(=CC=C1)NC1=NC(=CC=2C1=NC=CN2)C)C